3-Methylpentane adipate C(CCCCC(=O)O)(=O)O.CC(CC)CC